N-methoxy-N-methyl-4-({2,3,5-trifluoro-4-[(4-methoxyphenyl)methoxy]benzamido}methyl)bicyclo[2.2.2]octane-1-carboxamide CON(C(=O)C12CCC(CC1)(CC2)CNC(C2=C(C(=C(C(=C2)F)OCC2=CC=C(C=C2)OC)F)F)=O)C